5-bromo-6-chloro-2-methyl-pyrazolo[3,4-b]-pyridine BrC1=CC=2C(N=C1Cl)=NN(C2)C